OC=1C(NC=NC1CN1C(N(C(C1)C1=CC=C(C=C1)C#CC1=CC=C(C=C1)CN1CCS(CC1)=O)C(C)C)=O)=O 5-hydroxy-6-((3-isopropyl-4-(4-((4-((1-oxidothiomorpholino)methyl)phenyl)ethynyl)phenyl)-2-oxoimidazolidin-1-yl)methyl)pyrimidin-4(3H)-one